NCCOCCNC(=O)C=1N=C(SC1)C=1C=NN(C1)C1=CC=CC=C1 N-[2-(2-aminoethoxy)ethyl]-2-(1-phenyl-1H-pyrazol-4-yl)-1,3-thiazole-4-carboxamide